C1(=CC=CC=C1)C=1C(=C(C(=CC1C1=CC=CC=C1)C1=CC=CC=C1)C1=CC=CC=C1)B(O)O (4',5'-diphenyl-[1,1':2',1''-terphenyl]-3'-yl)boronic acid